3-(benzenesulfonyl)-N-[2-[3-(2,4-dimethyl-1,3-thiazol-5-yl)-6-oxopyridazin-1-yl]ethyl]propanamide C1(=CC=CC=C1)S(=O)(=O)CCC(=O)NCCN1N=C(C=CC1=O)C1=C(N=C(S1)C)C